C(C)(C)(C)OOC(C)(C)C Dit-butyl peroxide